CC1(CC2C3(CCCC(CCC12)(C3)C)OCC(CCCC)O)C 1-((4,4,8-Trimethyltricyclo[6.3.1.02,5]dodecan-1-yl)oxy)hexan-2-ol